ClC1=NC(=C2N=CN(C2=N1)[C@@H]1SC[C@H]([C@H]1O)O)N[C@@H]1CCC2=CC=C(C=C12)OC (2R,3R,4S)-2-[2-chloro-6-[[(1R)-6-methoxyindan-1-yl]amino]purin-9-yl]tetrahydrothiophene-3,4-diol